4-{5-[bis-(2-chloro-ethyl)-amino]-1-methyl-1H-benzimidazole-2-yl}-butyric acid methyl ester COC(CCCC1=NC2=C(N1C)C=CC(=C2)N(CCCl)CCCl)=O